(R)-N-(amino(4-(2-hydroxypropan-2-yl)thiazol-2-yl)(oxo)-λ6-sulfaneylidene)-2-(3-fluoro-2,6-diisopropylphenyl)acetamide N[S@](=NC(CC1=C(C(=CC=C1C(C)C)F)C(C)C)=O)(=O)C=1SC=C(N1)C(C)(C)O